tert-butyl (R)-7-(4-(2,4-dioxotetrahydropyrimidin-1(2H)-yl)phenyl)-2,7-diazaspiro[4.4]nonane-2-carboxylate O=C1N(CCC(N1)=O)C1=CC=C(C=C1)N1C[C@]2(CCN(C2)C(=O)OC(C)(C)C)CC1